BrC=1C(=NC(=NC1)NC1=CC(=C(C=C1)N1CCN(CC1)C)[N+](=O)[O-])P(C)C (5-bromo-2-((4-(4-methylpiperazin-1-yl)-3-nitrophenyl)amino)pyrimidin-4-yl)dimethylphosphine